2-acetyl-phenanthrene C(C)(=O)C1=CC=2C=CC3=CC=CC=C3C2C=C1